DIMETHYLINDANE CC1(CCC2=CC=CC=C21)C